N'-[methylenebis(2,6-dimethyl-4,1-phenylene)]bis-[pentanamide] C(C1=CC(=C(C(=C1)C)CCCCC(=O)N)C)C1=CC(=C(C(=C1)C)CCCCC(=O)N)C